N(C1=CC=CC=C1)C(C(=O)O)=O anilino(oxo)acetic acid